FC(C1=NN(C=C1NC(C1=NC(=CC=C1)C1=NNC=C1)=O)C1CN(C1)C1CCN(CC1)C(CO)=O)F N-(3-(difluoromethyl)-1-(1-(1-(2-hydroxyacetyl)piperidin-4-yl)azetidin-3-yl)-1H-pyrazol-4-yl)-6-(1H-pyrazol-3-yl)-2-picolinamide